5-(4-((3-isopropyl-2-oxo-4-thioxo-1,2,3,4-tetrahydroquinazolin-7-yl)methyl)piperazin-1-yl)-N-methylpicolinamide C(C)(C)N1C(NC2=CC(=CC=C2C1=S)CN1CCN(CC1)C=1C=CC(=NC1)C(=O)NC)=O